ClC=1C(=C(NC2=C(NC3=C2C(NCC3)=O)C3=C(C=NC=C3)OC[C@H]3OCC3(C)C)C=CC1)OC(F)F 3-[3-chloro-2-(difluoromethoxy)anilino]-2-(3-{[(2S)-3,3-dimethyloxetan-2-yl]methoxy}pyridin-4-yl)-1,5,6,7-tetrahydro-4H-pyrrolo[3,2-c]pyridin-4-one